4-[(6-amino-3-pyridyl)oxy]-N-(1-methyl-4-piperidyl)-1,7-naphthyridine-6-carboxamide formate salt C(=O)O.NC1=CC=C(C=N1)OC1=CC=NC2=CN=C(C=C12)C(=O)NC1CCN(CC1)C